cobalt ammonium cobalt [Co+2].[NH4+].[Co+2]